(4-bromophenyl)ethanone BrC1=CC=C(C=C1)C(C)=O